OC1=C(C=C(C(=O)O)C=C1)S(NC1=C(C=CC(=C1)C(F)(F)F)N1CCCCC1)(=O)=O 4-hydroxy-3-(N-(2-(piperidin-1-yl)-5-(trifluoromethyl)phenyl)sulfamoyl)benzoic acid